CC1=NN=C(S1)OC=1C=C(C(=O)N[C@H](C)C=2C=NC(=NC2)C(F)(F)F)C=C(C1)C=1SC(=CN1)C 3-[(5-methyl-1,3,4-thiadiazol-2-yl)oxy]-5-(5-methyl-1,3-thiazol-2-yl)-N-{(1R)-1-[2-(trifluoromethyl)pyrimidin-5-yl]ethyl}benzamide